FC(C1=NC=C(C(=O)O)C=C1)(F)F 6-trifluoromethyl-nicotinic acid